(1s,4s)-4-methoxycyclohexane-carbaldehyde COC1CCC(CC1)C=O